4-(4-(pent-4-ynoyl)piperazin-1-yl)benzonitrile C(CCC#C)(=O)N1CCN(CC1)C1=CC=C(C#N)C=C1